C(#C)C=1C=CC=C2C=C(C=C(C12)C1=C(C=C2C(=NC(=NC2=C1F)OC[C@]12CCCN2C[C@@H](C1)F)N1C[C@@H](NCC1)CC#N)F)O 2-((2S)-4-(7-(8-ethynyl-3-hydroxynaphthalen-1-yl)-6,8-difluoro-2-(((2R,7aS)-2-fluorotetrahydro-1H-pyrrolizin-7a(5H)-yl)methoxy)quinazolin-4-yl)piperazin-2-yl)acetonitrile